2-(imidazol-1-yl)-N-[(trans)-4-(2-methoxyethoxy)cyclohexyl]-5,6,7,8-tetrahydroquinazoline-4-carboxamide N1(C=NC=C1)C1=NC=2CCCCC2C(=N1)C(=O)N[C@@H]1CC[C@H](CC1)OCCOC